3-(methylsulfonamido)benzoic acid CS(=O)(=O)NC=1C=C(C(=O)O)C=CC1